ClC=1C=C2C(=CC(=NC2=CC1)C(F)(F)F)N[C@@H]1C[C@@H](CCC1)NC(=O)C1=CC=NN1C1CCCC1 N-[(1R,3S)-3-{[6-chloro-2-(trifluoromethyl)quinolin-4-yl]amino}cyclohexyl]-1-cyclopentyl-1H-pyrazole-5-carboxamide